C(C)(=O)N1CCC(CC1)NC(=O)C1=CN=C(S1)Cl N-(1-acetylpiperidin-4-yl)-2-chlorothiazole-5-carboxamide